2-[4-(4,4,5,5-tetramethyl-1,3,2-dioxaborolan-2-yl)phenoxy]ethanol CC1(OB(OC1(C)C)C1=CC=C(OCCO)C=C1)C